NCCCCCC(=O)OCC1=CC=CC=C1 benzyl ε-aminocaproate